(R)-Methyl 2-(m-tolyloxy)propanoate C1(=CC(=CC=C1)O[C@@H](C(=O)OC)C)C